ethyl 3-[3-(5-{[(5-chlorothiophen-2-yl)methyl]amino}-1-(2,2-dimethylpropanoyl)-1H-pyrazol-3-yl)-2-oxo-1,2-dihydropyridin-1-yl]propanoate ClC1=CC=C(S1)CNC1=CC(=NN1C(C(C)(C)C)=O)C=1C(N(C=CC1)CCC(=O)OCC)=O